COC1=NC(=CC=C1NC(=O)C=1C(=NOC1C)C1=CC=CC=C1)C1=CC2=C(NC(N2C)=O)C=C1 (2-methoxy-6-(3-methyl-2-oxo-2,3-dihydro-1H-benzo[d]imidazol-5-yl)pyridin-3-yl)-5-methyl-3-phenylisoxazole-4-carboxamide